1,8-Bis(prop-1-yn-1-yl)naphthalene C(#CC)C1=CC=CC2=CC=CC(=C12)C#CC